4-[(4-chlorophthalazin-1-yl)oxy]-1λ6-thiane-1,1-dione ClC1=NN=C(C2=CC=CC=C12)OC1CCS(CC1)(=O)=O